C(C)(C)N(C(C)C)CCC1=CNC2=CC=C(C=C12)OC N-isopropyl-N-(2-(5-methoxy-1H-indol-3-yl)ethyl)-propan-2-amine